(S)-2-ethyl-5-((4-((2-hydroxy-1-phenylethyl)amino)-5-(5-(2-hydroxypropan-2-yl)-1,3,4-oxadiazol-2-yl)pyrimidin-2-yl)amino)-3,3-dimethylisoindolin-1-one C(C)N1C(C2=CC=C(C=C2C1(C)C)NC1=NC=C(C(=N1)N[C@H](CO)C1=CC=CC=C1)C=1OC(=NN1)C(C)(C)O)=O